C(C(=C)C)(=O)OCC(CC1=CC=C(C=C1)C(C)(C)C1=CC=C(C=C1)CC(COC(C(=C)C)=O)O)O 2,2-bis[4-(3-methacryloyloxy-2-hydroxypropyl)phenyl]propane